tert-butyl (S)-2-(cyanomethyl)-4-(4-((3-methyl-4-((1-methyl-1H-benzo[d][1,2,3]triazol-5-yl)oxy)phenyl)amino)pyrido[3,2-d]pyrimidin-6-yl)piperazine-1-carboxylate C(#N)C[C@@H]1N(CCN(C1)C=1C=CC=2N=CN=C(C2N1)NC1=CC(=C(C=C1)OC1=CC2=C(N(N=N2)C)C=C1)C)C(=O)OC(C)(C)C